methylbenzyl-pentanol CC(CCCC)(O)CC1=CC=CC=C1